FC=1C=C(C=CC1F)[C@@H]1[C@H](O[C@@]([C@H]1C)(C(F)(F)F)C)C(=O)NC1=CC(=NC=C1)C(=O)N (2S,3R,4S,5S)-4-[[3-(3,4-Difluorophenyl)-4,5-dimethyl-5-(trifluoromethyl)tetrahydrofuran-2-carbonyl]amino]pyridin-2-carboxamid